[W+2].[H-].[H-].C(C)(C)C1=CC=CC1.C(C)(C)C1=CC=CC1 bis(isopropyl-cyclopentadiene) dihydride tungsten